CC1=CC(=NN1)NC1=CC=2N(C(=N1)NC1CC3CCC(C1)N3CCC#N)C=NN2 3-((3-Exo)-3-((7-((5-methyl-1H-pyrazol-3-yl)amino)-[1,2,4]triazolo[4,3-c]pyrimidin-5-yl)amino)-8-azabicyclo[3.2.1]oct-8-yl)propionitrile